[Au](Br)(Br)Br gold bromide